C([C@@H](C(=[Se])O)N)SSC[C@@H](C(=[Se])O)N diselenocystine